ClC=1C=2C=3C4=C(C=CC3C3(C5=CC=CC=C5OC=5C=CC=CC35)C2C=CC1)C=CC=C4 11-chlorospiro[benzo[c]fluorene-7,9'-xanthene]